CC1=C(C(=CC(=C1)[C@H]1NCCC1)C)C=1N=C2SC3=C(N2C1)C=CC(=C3)C(=O)NCCCN3CCC(CC3)F (S)-2-(2,6-dimethyl-4-(pyrrolidin-2-yl)phenyl)-N-(3-(4-fluoropiperidin-1-yl)propyl)benzo[d]imidazo[2,1-b]thiazole-7-carboxamide